C12NCCCC2CNC1 2,8-diazabicyclo(4.3.0)nonane